ClC=1C=CC=C2C=CC(=NC12)NC1=C(C(=CC=C1)OC(C)C)C 8-chloro-N-(3-isopropoxy-2-methylphenyl)quinolin-2-amine